ClC1=C(C(=CC(=C1)C#N)Cl)NC=1N(C2=NC(=NC=C2N1)NC1CCC(CC1)(F)F)C1CCC(CC1)(C(=O)N)C (1r,4r)-4-(8-(2,6-dichloro-4-cyanophenylamino)-2-(4,4-difluorocyclohexylamino)-9H-purin-9-yl)-1-methylcyclohexanecarboxamide